caffeic acid Ethyl ester (Ethyl caffeate) C(C)/C(/C(=O)O)=C\C1=CC(O)=C(O)C=C1.C(C)OC(\C=C\C1=CC(O)=C(O)C=C1)=O